benzyl N-{3-[(N-methylacetamido)methyl]bicyclo[1.1.1]pentan-1-yl}carbamate CN(C(C)=O)CC12CC(C1)(C2)NC(OCC2=CC=CC=C2)=O